C(P([O-])(=O)C)P([O-])(=O)C.[Ca+2].C(C=C)O[SiH3] allyloxyl-silane calcium methylenebis(methylphosphinate)